1-isopropyl-3-{5-[1-(3-methoxypropyl)piperidin-4-yl]-[1,3,4]oxadiazol-2-yl}-1H-indazole C(C)(C)N1N=C(C2=CC=CC=C12)C=1OC(=NN1)C1CCN(CC1)CCCOC